2-chloro-4-((5-methoxybenzofuran-7-yl)oxy)benzoic acid ClC1=C(C(=O)O)C=CC(=C1)OC1=CC(=CC=2C=COC21)OC